N=C1N(CCCN1)C(C(=O)O)C 2-(2-imino-1,3-diazinan-1-yl)propanoic acid